(2-((1R,4R)-4-formylcyclohexyl)-6-(2-hydroxypropan-2-yl)-2H-indazol-5-yl)-6-(trifluoromethyl)picolinamide C(=O)C1CCC(CC1)N1N=C2C=C(C(=CC2=C1)C=1C(=NC(=CC1)C(F)(F)F)C(=O)N)C(C)(C)O